1-[5-(3-Methyltriazol-4-yl)-3-pyridyl]-6-oxo-5-(trifluoromethyl)pyridazine-3-carboxylic acid CN1N=NC=C1C=1C=C(C=NC1)N1N=C(C=C(C1=O)C(F)(F)F)C(=O)O